l-N'-[5-fluoro-6-[7-methoxy-6-[3-(2-methoxyethyl)-1,2,4-oxadiazol-5-yl]quinolin-4-yl]oxypyridin-3-yl]-1-N-(4-fluorophenyl)cyclopropane-1,1-dicarboxamide FC=1C=C(C=NC1OC1=CC=NC2=CC(=C(C=C12)C1=NC(=NO1)CCOC)OC)NC(=O)C1(CC1)C(=O)NC1=CC=C(C=C1)F